5-chloro-1,8-dimethyl-3-(1-methyl-4-piperidyl)pyrido[2,3-d]pyridazin-2-one ClC1=C2C(=C(N=N1)C)N(C(C(=C2)C2CCN(CC2)C)=O)C